C(C)N1C(C=2N=C(N=CC2C1=O)NC1=NC=C(C(=C1)N[C@H](CO)C1=CC=CC=C1)C1=NC=NO1)(C)C (S)-6-ethyl-2-((4-((2-hydroxy-1-phenylethyl)amino)-5-(1,2,4-oxadiazol-5-yl)pyridin-2-yl)amino)-7,7-dimethyl-6,7-dihydro-5H-pyrrolo[3,4-d]pyrimidin-5-one